[N+](=O)([O-])C1=CC=2OC[C@H]3N(C2N=C1C#N)CCCC3 (S)-3-nitro-6,6a,7,8,9,10-hexahydrodipyrido[3,2-b:1',2'-d][1,4]oxazine-2-carbonitrile